Cl[C@H](C(=O)N(NC([C@H](C[Si](C)(C)C)NC(=O)C1=NOC(=C1)C)=O)C[C@H]1C(NCC1)=O)F N-[(1R)-2-[2-[(2R)-2-chloro-2-fluoro-acetyl]-2-[[(3S)-2-oxopyrrolidin-3-yl]methyl]hydrazino]-2-oxo-1-(trimethylsilylmethyl)ethyl]-5-methyl-isoxazole-3-carboxamide